(E)-undecenal C(\C=C\CCCCCCCC)=O